NC1CN(CC1)CC(=O)NC1=C(C=C(C=C1)NC=1C=2N(C=CN1)C(=CN2)C2=CC=C(C=C2)OC(F)F)C 2-(3-aminopyrrolidin-1-yl)-N-[4-[[3-[4-(difluoromethoxy)phenyl]imidazo[1,2-a]pyrazin-8-yl]amino]-2-methyl-phenyl]acetamide